8-[(1R)-1-[(2-Benzylsulfanyl-6-chloro-3-pyridyl)oxy]ethyl]-3,6-dimethyl-2-(3-pyridyl)chromen-4-one C(C1=CC=CC=C1)SC1=NC(=CC=C1O[C@H](C)C=1C=C(C=C2C(C(=C(OC12)C=1C=NC=CC1)C)=O)C)Cl